CN(C=1C=C2C(=CC(N(C2=CC1)C)(C)C)C)C1=CC=CC=C1 N,1,2,2,4-pentamethyl-N-phenyl-1,2-dihydroquinolin-6-amine